FC=1C=C(C=CC1)C1C(C1)CNC(=O)C1CN(CCO1)C1=CC=C2C(=NNC2=C1)C(=O)NC 6-[2-({[2-(3-fluorophenyl)cyclopropyl]methyl}carbamoyl)morpholin-4-yl]-N-methyl-1H-indazole-3-carboxamide